N1(CCC1)CCC(=O)N[C@@H](C(F)F)C1=CC=CC=C1 (R)-3-(azetidin-1-yl)-N-(2,2-difluoro-1-phenylethyl)propanamide